CC1=C(C=NC=2OCCNC21)N2CC=1N=C(N=CC1CC2)NC2=CC=C(C=C2)CN2C(OCC2)=O 3-({4-[(7-{8-methyl-1H,2H,3H-pyrido[2,3-b][1,4]oxazin-7-yl}-5H,6H,7H,8H-pyrido[3,4-d]pyrimidin-2-yl)amino]phenyl}methyl)-1,3-oxazolidin-2-one